NCC1=CC=C(C=C1)CNC1=CC(=NN1C(C1=C(C=CC=C1)F)=O)C1N(C(C1C(F)(F)F)=O)S(=O)(=O)N(C)C 2-[5-({[4-(Aminomethyl)phenyl]methyl}amino)-1-(2-fluorobenzoyl)-1H-pyrazol-3-yl]-N,N-dimethyl-4-oxo-3-(trifluoromethyl)azetidin-1-sulfonamid